tert-butyl 2-((R)-2-((R)-3-methyl-1-((S)-3-phenyl-2-(pyrazine-2-carboxamido)propanamido) butyl)-5-oxo-1,3,2-dioxaborolan-4-yl)acetate CC(C[C@H](NC([C@H](CC1=CC=CC=C1)NC(=O)C1=NC=CN=C1)=O)B1OC([C@H](O1)CC(=O)OC(C)(C)C)=O)C